S1C=NC2=C1C=CC(=C2)CN2CCC(CC2)C=2C(=C1CN(C(C1=CC2F)=O)C2C(NC(CC2)=O)=O)F 3-(5-(1-(benzo[d]thiazol-5-ylmethyl)piperidin-4-yl)-4,6-difluoro-1-oxoisoindolin-2-yl)piperidine-2,6-dione